(S)-N-(1-Cyclohexyl-2-((5-(3,5-dimethylisoxazol-4-yl)pyridin-2-yl)amino)-2-oxoethyl)-1,2,3,4-tetrahydropyrrolo[1,2-a]pyrazine-6-carboxamide C1(CCCCC1)[C@@H](C(=O)NC1=NC=C(C=C1)C=1C(=NOC1C)C)NC(=O)C1=CC=C2N1CCNC2